C(C)OC1=C(C=NC(=C1)OCC1=CC=C(C=C1)OC)C1=CC(=C(C=C1)CC(=O)NC=1C=C(C(=O)NCCN2CCCC2)C=C(C1)C(F)(F)F)F 3-[[2-[4-[4-ethoxy-6-[(4-methoxyphenyl)methoxy]-3-pyridyl]-2-fluoro-phenyl]acetyl]amino]-N-(2-pyrrolidin-1-ylethyl)-5-(trifluoromethyl)benzamide